(3R)-N-{6,7-dimethoxy-1H,2H,3H-cyclopenta[b]quinolin-9-yl}-1-ethylpyrrolidin-3-amine COC=1C(=CC=2C(=C3C(=NC2C1)CCC3)N[C@H]3CN(CC3)CC)OC